2-bromo-Thiophene BrC=1SC=CC1